3-isothiocyanato-pyridine N(=C=S)C=1C=NC=CC1